2-carboxyethanol C(=O)(O)CCO